1,4-Hexahydrothiazepine-3,5-dicarboxylic acid C1CSCC(NC1C(=O)O)C(=O)O